C(#N)C=1C=C2CC[C@H](C2=CC1)NC(=O)C=1N=NN(N1)C (R)-N-(5-cyano-2,3-dihydro-1H-indene-1-yl)-2-methyl-2H-tetrazole-5-carboxamide